6-bromo-2-((4-chloro-6-(1H-1,2,3-triazol-1-yl)pyridin-3-yl)methoxy)-3-fluoropyridine BrC1=CC=C(C(=N1)OCC=1C=NC(=CC1Cl)N1N=NC=C1)F